CN1CC(N(CC1)[C@@H]1C(=NN(C1)C(=O)N[C@H](C)C=1C=NC(=CC1)C(F)(F)F)C1=CC=C(C=C1)C)=O (S)-4-(4-methyl-2-oxopiperazin-1-yl)-3-(4-methylphenyl)-N-((R)-1-(6-(trifluoromethyl)pyridin-3-yl)ethyl)-4,5-dihydro-1H-pyrazole-1-carboxamide